2-(2-trimethylsilylethoxymethyl)pyridazin-3-one C[Si](CCOCN1N=CC=CC1=O)(C)C